C(=O)C1CCC(CC1)N1N=CC2=CC(=C(C=C12)C(C)(C)O)NC(=O)C1=NC(=CC=C1)C(F)(F)F N-[1-(4-formylcyclohexyl)-6-(1-hydroxy-1-methyl-ethyl)indazol-5-yl]-6-(trifluoromethyl)pyridine-2-carboxamide